FC=1C(NC(N(C1)[C@H]1C[C@@H]2OP(OC[C@H]2O1)(=O)N[C@@H](C)C(=O)OCC(CC)CC)=O)=O 2-Ethylbutyl ((4aR,6R,7aS)-6-(5-fluoro-2,4-dioxo-3,4-dihydropyrimidin-1(2H)-yl)-2-oxidotetrahydro-4H-furo[3,2-d][1,3,2]dioxaphosphinin-2-yl)-L-alaninate